COC(C1=CN=C(C=C1)N1CC(CC1)C(=O)OCC1=CC=CC=C1)=O 6-(3-((benzyloxy)carbonyl)pyrrolidin-1-yl)nicotinic acid methyl ester